(2-(3-(tert-butyl)phenyl)-1H-pyrrolo[2,3-c]pyridin-5-yl)glycine C(C)(C)(C)C=1C=C(C=CC1)C1=CC=2C(=CN=C(C2)NCC(=O)O)N1